FC=1C=C(C=C(C1)S(=O)(=O)C(F)(F)F)CC1CC2(CN(C2)C(=O)N2C[C@@H]3[C@@H](OCC(N3)=O)CC2)C1 (4aR,8aS)-6-[6-[[3-fluoro-5-(trifluoromethylsulfonyl)phenyl]methyl]-2-azaspiro[3.3]heptane-2-carbonyl]-4,4a,5,7,8,8a-hexahydropyrido[4,3-b][1,4]oxazin-3-one